CN(C(COCCCCCCCC\C=C/CCCCCCCC)COCCCCCCCC)C N,N-dimethyl-1-[(9Z)-octadec-9-en-1-yloxy]-3-(octyl-oxy)propan-2-amine